8-(4-aminophenylethyl)-6-(2-chloro-3,5-dimethoxyphenyl)-2-((2-methyl-2-azaspiro[3.3]heptan-6-yl)amino)pyrido[2,3-d]pyrimidin-7(8H)-one NC1=CC=C(C=C1)CCN1C(C(=CC2=C1N=C(N=C2)NC2CC1(CN(C1)C)C2)C2=C(C(=CC(=C2)OC)OC)Cl)=O